4-amino-N-(4-cyanophenyl)-1-cyclopentyl-1H-pyrazolo[3,4-d]pyrimidine-3-carboxamide NC1=C2C(=NC=N1)N(N=C2C(=O)NC2=CC=C(C=C2)C#N)C2CCCC2